(2E,3Z)-5-{[1-(4-chloro-2-fluorophenyl)-1H-pyrazol-3-yl]oxy}-2-(methoxyimino)-N,3-dimethyl-penta-3-enamide ClC1=CC(=C(C=C1)N1N=C(C=C1)OC\C=C(/C(/C(=O)NC)=N\OC)\C)F